N[C@@H](CNC(=O)NC)C1=CC=C(C=C1)S(=O)(=O)CC (R)-1-(2-amino-2-(4-(ethylsulfonyl)phenyl)ethyl)-3-methylurea